NC1=C(C2=C(S1)C(=CC=C2C2=C(C=C1C(=NC(=NC1=C2F)OC[C@]21CCCN1C[C@@H](C2)F)N2CCC(CCC2)O)Cl)F)C#N 2-amino-4-(6-chloro-8-fluoro-2-(((2R,7aS)-2-fluorotetrahydro-1H-pyrrolizin-7a(5H)-yl)methoxy)-4-(4-hydroxyazepan-1-yl)quinazolin-7-yl)-7-fluorobenzo[b]thiophene-3-carbonitrile